C([C@@H](C(=O)O)N)[Se][Se]C[C@@H](C(=O)O)N seleno-cystine